Cl.COC1=CC=C(C=C1)[C@@H](C)N[C@@H](C(=O)N)C1=CSC=C1 (R)-2-(((R)-1-(4-methoxyphenyl)ethyl)amino)-2-(thien-3-yl)acetamide hydrochloride